NC=1N=C(C2=C(N1)C(=NN2CC2=C(C=CC(=C2)CN2CCN(CC2)C)OC)C)N[C@H](CCO)CCC (3S)-3-{[5-amino-1-({2-methoxy-5-[(4-methylpiperazin-1-yl)methyl]phenyl}methyl)-3-methyl-1H-pyrazolo[4,3-d]pyrimidin-7-yl]amino}hexan-1-ol